CN1N=CC(=C1C1=NC=C(C(=N1)N1CCC(CC1)C(=O)O)F)C 1-(2-(1,4-dimethyl-1H-pyrazol-5-yl)-5-fluoropyrimidin-4-yl)piperidine-4-carboxylic acid